4-((4-(1,3-difluoropropan-2-yl)morpholin-2-yl)methylamino)-3-nitrobenzenesulfonamide FCC(CF)N1CC(OCC1)CNC1=C(C=C(C=C1)S(=O)(=O)N)[N+](=O)[O-]